2-(4-(ethylsulfonyl)phenyl)-N-(6-(2-methyl-2-(1-methyl-1H-imidazol-4-yl)propionyl)pyridin-3-yl)acetamide C(C)S(=O)(=O)C1=CC=C(C=C1)CC(=O)NC=1C=NC(=CC1)C(C(C)(C=1N=CN(C1)C)C)=O